FC(OC=1C(=NC=C(C1)CC(C(F)(F)F)C(F)(F)F)N1C(=NC(=C1C)C(=O)O)CC)F 1-(3-(Difluoromethoxy)-5-(3,3,3-trifluoro-2-(trifluoromethyl)propyl)pyridin-2-yl)-2-ethyl-5-methyl-1H-imidazole-4-carboxylic Acid